2-Ethylpropanediol C(C)C(C(O)O)C